2,3-dihydroxyquinoxaline-5-carboxamide OC1=NC=2C=CC=C(C2N=C1O)C(=O)N